C1(=CC=CC=C1)[C@]1(COCC1)CO (S)-(3-phenyltetrahydrofuran-3-yl)-methanol